2-chloro-4-ethyl-6-(2-oxo-1-oxa-3,8-diazaspiro[4.5]decan-8-yl)pyridine-3,5-dicarbonitrile ClC1=NC(=C(C(=C1C#N)CC)C#N)N1CCC2(CNC(O2)=O)CC1